(2-methyl-1-benzothien-3-yl)-1-[(1-methyl-1H-pyrazol-4-yl)(oxan-4-yl)sulfamoyl]urea CC=1SC2=C(C1N(C(=O)N)S(N(C1CCOCC1)C=1C=NN(C1)C)(=O)=O)C=CC=C2